C(CCC)C(C(=O)[O-])(CCCCCCC)CCCC 2,2-Dibutylnonanoat